NC=1C2=C(N=CN1)N(C(=C2C2=CC(=C(C=C2)Cl)CF)C#CC2CN(C2)[C@H]2[C@H](CN(CC2)C(C=C)=O)O)C 1-((3S,4R)-4-(3-((4-amino-5-(4-chloro-3-(fluoromethyl)phenyl)-7-methyl-7H-pyrrolo[2,3-d]pyrimidin-6-yl)ethynyl)azetidin-1-yl)-3-hydroxypiperidin-1-yl)prop-2-en-1-one